C(=CC1=CC=CC=C1)C1=CC=CC2=CC3=CC=CC=C3C=C12 Styrylanthracen